C(#N)C1=CC(=C(COC2=CC=CC(=N2)N2C[C@@H](N(CC2)CC=2N(C3=C(N2)SC(=C3)C(=O)O)C[C@H]3OCC3)C)C=C1)F 2-(((S)-4-(6-((4-cyano-2-fluorobenzyl)oxy)pyridin-2-yl)-2-methylpiperazin-1-yl)methyl)-1-(((S)-oxetan-2-yl)methyl)-1H-thieno[2,3-d]imidazole-5-carboxylic acid